NC1=CC=C(C(=O)C2=CC(=CC=C2)C(C2=CC=C(C(=C2)OC2=CC=CC=C2)N)=O)C=C1OC1=CC=CC=C1 1,3-bis[4-amino-5-phenoxybenzoyl]benzene